3-[5-(3,5-dimethyl-3',4',5',6'-tetrahydro-2'H-[2,4']bipyridinyl-1'-carbonyl)pyridin-2-yl]-3-isopropylpyrrolidine-2,5-dione CC=1C(=NC=C(C1)C)C1CCN(CC1)C(=O)C=1C=CC(=NC1)C1(C(NC(C1)=O)=O)C(C)C